6-(3-amino-5-fluoro-6-(4-((1R,5S)-3-isopropyl-3-azabicyclo[3.1.0]hexan-1-yl)phenyl)pyrazin-2-yl)-7-fluoro-3,4-dihydroisoquinolin-1(2H)-one NC=1C(=NC(=C(N1)F)C1=CC=C(C=C1)[C@@]12CN(C[C@H]2C1)C(C)C)C=1C=C2CCNC(C2=CC1F)=O